C(C1=CC=CC=C1)N1C(C=CC2=C1N=C(N=C2)NC(C)C2=CC=C(C=C2)CN2CCC(CC2)(F)F)=O 8-Benzyl-2-[(1-{4-[(4,4-difluoropiperidin-1-yl)methyl]phenyl}ethyl)amino]pyrido[2,3-d]pyrimidin-7(8H)-on